ClC1=C(C=C(OCCCN2C(=CC(=C2)N(C=2C=C(C=CC2)C)CC2=CC3=CC=CC=C3C=C2)C(=O)O)C=C1C)C 1-(3-(4-chloro-3,5-dimethylphenoxy)propyl)-4-((naphthalen-2-ylmethyl)(m-tolyl)amino)-1H-pyrrole-2-carboxylic acid